2-[(3,3-dimethylcyclobutyl)methyl]-N-(3-methylsulfonylphenyl)indazole-3-carboxamide CC1(CC(C1)CN1N=C2C=CC=CC2=C1C(=O)NC1=CC(=CC=C1)S(=O)(=O)C)C